(2S)-2-(4-(2-(aminomethyl)-4-oxo-3,4-dihydroquinazolin-7-yl)-1-methyl-1H-pyrazole-5-yl)-4-chloro-6-(3,3-difluoroazetidin-1-yl)-3-fluorobenzonitrile NCC1=NC2=CC(=CC=C2C(N1)=O)C=1C=NN(C1C1=C(C#N)C(=CC(=C1F)Cl)N1CC(C1)(F)F)C